7-cyclopropyl-N-[6-(2,2-difluoroethoxy)-5-fluoro-2-methoxy-3-pyridinyl]imidazo[1,2-a]pyrimidine-3-sulfonamide C1(CC1)C1=NC=2N(C=C1)C(=CN2)S(=O)(=O)NC=2C(=NC(=C(C2)F)OCC(F)F)OC